(E)-N'-((3-cyano-1H-pyrrol-2-yl)methylene)-6-(6-ethoxypyridin-3-yl)pyrazine-2-carbohydrazide C(#N)C1=C(NC=C1)\C=N\NC(=O)C1=NC(=CN=C1)C=1C=NC(=CC1)OCC